FC1(CCN(CC1)C1=NC(=CC(=C1)C=1C=NN(C1)C1=C(C=C(N)C=C1)N1CCC2(CC2)CC1)C)F 4-(4-(2-(4,4-difluoropiperidin-1-yl)-6-methylpyridin-4-yl)-1H-pyrazol-1-yl)-3-(6-azaspiro[2.5]oct-6-yl)aniline